2-(3,4-dimethoxyphenyl)-6-(4-(8-isopropyl-3,8-diazabicyclo[3.2.1]oct-3-yl)phenyl)-8-methyl-5,6,7,8-tetrahydro-[1,2,4]triazolo[1,5-a]pyridine COC=1C=C(C=CC1OC)C1=NN2C(C(CC(C2)C2=CC=C(C=C2)N2CC3CCC(C2)N3C(C)C)C)=N1